8-{[1-(D-α-glutaminyl)azetidin-3-yl]oxy}-4,4-dihydroxy-5-oxa-4-boranuidabicyclo[4.4.0]deca-1(6),7,9-triene-7-carboxylic acid N[C@H](CCC(=O)N1CC(C1)OC1=C(C=2O[B-](CCC2C=C1)(O)O)C(=O)O)C(N)=O